3,4-di(9H-carbazol-9-yl)benzonitrile C1=CC=CC=2C3=CC=CC=C3N(C12)C=1C=C(C#N)C=CC1N1C2=CC=CC=C2C=2C=CC=CC12